C(C)OC(=O)C=1C(NC(NC1C)=S)C1=CC(=C(C(=C1)OC)OC(\C=C\C1=CC(=NC=C1)Cl)=O)Cl (E)-ethyl-4-(3-chloro-4-(3-(2-chloropyridin-4-yl)acryloyloxy)-5-methoxyphenyl)-6-methyl-2-thioxo-1,2,3,4-tetrahydropyrimidine-5-carboxylate